isopropylpent-4-ynoate C(C)(C)OC(CCC#C)=O